BrC1=C(C=C(C=C1)Cl)C[C@@H](C(=O)O)N(C)C(=O)OC(C)(C)C (S)-3-(2-bromo-5-chlorophenyl)-2-((tert-butoxycarbonyl)(methyl)amino)propanoic acid